2-chloro-5-fluoro-3-methyl-benzaldehyde ClC1=C(C=O)C=C(C=C1C)F